propenyl azide C(=CC)N=[N+]=[N-]